6-(4-(4-fluorophenoxy)phenyl)-4-(methyl(phenyl)amino)picolinic acid FC1=CC=C(OC2=CC=C(C=C2)C2=CC(=CC(=N2)C(=O)O)N(C2=CC=CC=C2)C)C=C1